(3-Chloro-5-fluorophenyl)-2-(3-(hydroxymethyl)-1H-indol-1-yl)acetamide ClC=1C=C(C=C(C1)F)C(C(=O)N)N1C=C(C2=CC=CC=C12)CO